4-((3-Benzamidocyclohexyl)amino)-N-(4-(4-methylpiperazin-1-yl)phenyl)-2-oxo-1,2-dihydropyridine-3-carboxamide C(C1=CC=CC=C1)(=O)NC1CC(CCC1)NC1=C(C(NC=C1)=O)C(=O)NC1=CC=C(C=C1)N1CCN(CC1)C